CC=1C=C(C=CC1)C1=CC=C(C=C1)C=1N=C(C(=NC1)C1=CC=CC=C1)C1=CC=CC=C1 5-(3'-methyl-[1,1'-biphenyl]-4-yl)-2,3-diphenylpyrazine